N-((2S,3S)-3-(2,4-difluorobenzyl)pentan-2-yl)-1-methyl-5-oxo-4,5-dihydro-1H-1,2,4-triazole-3-carboxamide FC1=C(C[C@@H]([C@H](C)NC(=O)C2=NN(C(N2)=O)C)CC)C=CC(=C1)F